COC(C1C(C=CC=C1)(C)SCSSCCCCCCCCCCCC)=O 2-[[(dodecylmercapto)thiomethyl]thio]-2-methylbenzoic acid methyl ester